4-[(3R,4R)-3-amino-4-fluoropyrrolidin-1-yl]-N-{bicyclo[1.1.1]pentan-1-yl}-5-(3,5-difluorophenyl)pyridine-3-carboxamide N[C@@H]1CN(C[C@H]1F)C1=C(C=NC=C1C1=CC(=CC(=C1)F)F)C(=O)NC12CC(C1)C2